FC=1C=C(C=C(C1)F)CO (3,5-difluorophenyl)methanol